3-(4-acetylpiperazine-1-carbonyl)-N-(4-bromophenyl)benzenesulfonamide C(C)(=O)N1CCN(CC1)C(=O)C=1C=C(C=CC1)S(=O)(=O)NC1=CC=C(C=C1)Br